4-[4-(6-bromo-3-pyridyl)-3-methyl-1-piperidyl]-1-methyl-pyrazolo[3,4-b]pyridine BrC1=CC=C(C=N1)C1C(CN(CC1)C1=C2C(=NC=C1)N(N=C2)C)C